C1(CCCCC1)[C@@H](C(=O)N1C(CCC1)C(=O)N[C@@H]1CCCC2=CC=CC=C12)NC[C@H](C)NC 1-((S)-2-cyclohexyl-2-((S)-2-(methylamino)propylamino)acetyl)-N-((R)-1,2,3,4-Tetrahydronaphthalen-1-yl)pyrrolidine-2-carboxamide